CC1=CC=C(C=C1)N(C2=CC=CC=C2)C3=CC=C(C=C3)C4=CC=C(C=C4)N(C5=CC=CC=C5)C6=CC=CC(=C6)C N,N'-diphenyl-N,N'-(3-methylphenyl)-1,1'-biphenyl-4,4'-Diamine